C(C)N1NC(C=2C1=NC(=CC2)NC2=NC=C(C(=C2)N[C@H](CO)C2=CC=CC=C2)C2=NC(=NO2)C21CCN(CC2)CC1)=O (S)-1-ethyl-6-((4-((2-hydroxy-1-phenylethyl)amino)-5-(3-(quinuclidin-4-yl)-1,2,4-oxadiazol-5-yl)pyridin-2-yl)amino)-1,2-dihydro-3H-pyrazolo[3,4-b]pyridin-3-one